Methylmalic acid CC(C(=O)O)(O)CC(=O)O